3-(3',5'-di-tert-butyl-4'-hydroxyphenyl)propionic acid C(C)(C)(C)C=1C=C(C=C(C1O)C(C)(C)C)CCC(=O)O